(2S,3S)-2,3-bis(4-methylbenzyloxy)butanedioic acid CC1=CC=C(CO[C@H](C(=O)O)[C@@H](C(=O)O)OCC2=CC=C(C=C2)C)C=C1